Cl.FC=1C=C2C(N(C=NC2=CC1)C[C@@H]1CCN(CC12CCCC2)C(=O)N2[C@@H](C[C@@H](CC2)N2CCOCC2)C2=CC=CC=C2)=O 6-fluoro-3-(((R)-7-((2S,4R)-4-morpholino-2-phenylpiperidine-1-carbonyl)-7-azaspiro[4.5]dec-10-yl)methyl)quinazolin-4(3H)-one hydrochloride